C(C)(C)(CCCC)C=1OCC(N1)C1=CC=CC=C1 2-tertiary heptyl-4-phenyl-oxazoline